(4-(pyrrolidin-3-yl)-1H-pyrazol-3-yl)methanol N1CC(CC1)C=1C(=NNC1)CO